ClC1=CC(=C(C=C1)[N+](=O)[O-])C(C(F)(F)F)=O 4-chloro-2-(trifluoroacetyl)nitrobenzol